3-(4-(aminomethyl) phenyl)-2,2-dimethylpropionate NCC1=CC=C(C=C1)CC(C(=O)[O-])(C)C